(R)-3-amino-3-cyclopropylpropionitrile N[C@H](CC#N)C1CC1